5-(5,5-dimethyl-1,3,2-dioxaborolan-2-yl)-3,3-difluoroindol-2-one CC1(COB(O1)C=1C=C2C(C(NC2=CC1)=O)(F)F)C